FC=1C=C(CCNC(CSC=2OC(=NN2)C=2C=C3C=CC=NC3=CC2)=O)C=CC1 N-(3-fluorophenethyl)-2-((5-(quinolin-6-yl)-1,3,4-oxadiazol-2-yl)thio)acetamide